5-((E)-2-((2R,4aR,9aR)-2-acetoxy-5-methoxy-1,1,4a-trimethyl-2,3,4,4a,9,9a-hexahydro-1H-xanthen-7-yl)vinyl)-2-(3-methylbut-2-en-1-yl)-1,3-phenylene diacetate C(C)(=O)OC1=C(C(=CC(=C1)\C=C\C1=CC(=C2O[C@@]3(CC[C@H](C([C@H]3CC2=C1)(C)C)OC(C)=O)C)OC)OC(C)=O)CC=C(C)C